NC1=C2C(=NC=N1)N(N=C2C2=CC=C(C=C2)OC2=CC=CC=C2)C2CCN(CC2)[C@@H]2CN(CC2)CC2CN(C2)C=2C=C1C(N(C(C1=CC2)=O)C2C(NC(CC2)=O)=O)=O 5-(3-(((S)-3-(4-(4-amino-3-(4-phenoxyphenyl)-1H-pyrazolo[3,4-d]pyrimidin-1-yl)piperidin-1-yl)pyrrolidin-1-yl)methyl)azetidin-1-yl)-2-(2,6-dioxopiperidin-3-yl)isoindoline-1,3-dione